[6-[(Z)-2-(aminomethyl)-3-fluoro-allyloxy]-1-oxo-3,4-dihydroisoquinolin-2-yl]-N-isobutyl-acetamide hydrochloride Cl.NC/C(/COC=1C=C2CCN(C(C2=CC1)=O)CC(=O)NCC(C)C)=C/F